tert-butyl 4-(2,6-dimethoxy-4-(4,4,5,5-tetramethyl-1,3,2-dioxaborolan-2-yl)benzylidene)piperidine-1-carboxylate COC1=C(C=C2CCN(CC2)C(=O)OC(C)(C)C)C(=CC(=C1)B1OC(C(O1)(C)C)(C)C)OC